NC=1C2=C(N=CN1)N(C=C2C=2C=C(C(=NC2)NC(=O)NC2=CC(=NO2)C2(CC2)C(F)(F)F)F)C2CC2 1-(5-(4-amino-7-cyclopropyl-7H-pyrrolo[2,3-d]pyrimidin-5-yl)-3-fluoropyridin-2-yl)-3-(3-(1-(trifluoromethyl)cyclopropyl)isoxazol-5-yl)urea